tert-butyl N-[1-[2-[methyl-[2-(4-methylphenoxy)ethyl]amino]-2-oxo-ethyl]pyrazol-4-yl]carbamate CN(C(CN1N=CC(=C1)NC(OC(C)(C)C)=O)=O)CCOC1=CC=C(C=C1)C